imidazo[1,5-a]pyrido[2,3-E]pyrazin-4(5H)-one C1=NC=C2N1C1=C(NC2=O)N=CC=C1